8-[3-[(2-chloro-4-pyridinyl)oxy]azetidin-1-yl]-3,4-dimethyl-pyrimido[4',5':4,5]thieno[2,3-c]pyridazine ClC1=NC=CC(=C1)OC1CN(C1)C1=NC=NC2=C1SC=1N=NC(=C(C12)C)C